8-(1,3-Dimethylpyrazol-4-yl)-1-[3-fluoro-5-(trideuterio-methoxy)-4-pyridyl]-7-methoxy-3-methylimidazo[4,5-c]-quinolin-2-one CN1N=C(C(=C1)C1=CC=2C3=C(C=NC2C=C1OC)N(C(N3C3=C(C=NC=C3OC([2H])([2H])[2H])F)=O)C)C